(3S,5R,9R,10S,13R,14R,17R)-17-((R)-5-hydroxy-5-methylhexan-2-yl)-10,13-dimethyl-2,3,4,5,6,9,10,11,12,13,14,15,16,17-tetradecahydro-1H-cyclopenta[a]phenanthren-3-ol OC(CC[C@@H](C)[C@H]1CC[C@H]2C3=CC[C@@H]4C[C@H](CC[C@@]4([C@H]3CC[C@]12C)C)O)(C)C